Acrylonitrile dimethyl-taurate ammonium carboxyethyl-acrylate C(=O)(O)CCOC(C=C)=O.[NH4+].CN(CCS(=O)(=O)[O-])C.C(C=C)#N